COC=1C=C(C=CC1)S(=O)(=O)N1CC(N(CC1)C(=O)C=1SC=CC1)C(=O)NCC1=CC2=CC=CC=C2C=C1 4-[(3-methoxyphenyl)sulfonyl]-N-[(naphthalen-2-yl)methyl]-1-(thiophene-2-carbonyl)piperazine-2-carboxamide